Cl.CC=1C=NC=C(C1)C 3,5-dimethylpyridine hydrochloride